NC(C(C(CC1=CC=CC=C1)NC(=O)C1C2=CC=CC=C2C=2C=CC=CC12)=O)=O N-(4-amino-3,4-dioxo-1-phenylbutan-2-yl)-9H-fluorene-9-carboxamide